ethyl 6-(6-(1-(4-chloro-3-fluorophenyl)-3,3-dimethyl-2,3-dihydro-1H-pyrrolo[3,2-b]pyridine-5-carbonyl)-2,6-diazaspiro[3.3]heptan-2-yl)nicotinate ClC1=C(C=C(C=C1)N1CC(C2=NC(=CC=C21)C(=O)N2CC1(CN(C1)C1=NC=C(C(=O)OCC)C=C1)C2)(C)C)F